6-(1-bromo-2-(ethylsulfonyl)indol-3-yl)-7-methyl-3-(trifluoromethyl)-7H-imidazo[4,5-c]pyridazine BrN1C(=C(C2=CC=CC=C12)C1=NC2=C(N=NC(=C2)C(F)(F)F)N1C)S(=O)(=O)CC